COC=1C=NC(=NC1)C1=CC=C(C=C1)NNC(=O)N=N (4-(5-methoxypyrimidin-2-yl)phenyl)carbazone